4-xylenesulfonic acid C1(CC=C(C=C1)C)(C)S(=O)(=O)O